COC1=NC=CC=C1[C@@H]1N(CCC(CC1)(C)C)C1=NC(=NC(=C1)C)N |r| (+/-)-4-[2-(2-methoxy-3-pyridyl)-5,5-dimethyl-azepan-1-yl]-6-methylpyrimidin-2-amine